3-bromo-5-fluoro-2,4-dimethylthiophene BrC1=C(SC(=C1C)F)C